C1C(CCCCCCCCCCCCCC)O1 hexadecene oxide